(R)-2-(2,4-difluoro-phenyl)-N-(2-hydroxy-1-naphthalen-2-yl-ethyl)-acetamide FC1=C(C=CC(=C1)F)CC(=O)N[C@@H](CO)C1=CC2=CC=CC=C2C=C1